O[C@]12[C@@H]3CC[C@@H]4C[C@H](CC[C@@]4([C@H]3CC[C@@]2([C@H](CC1)C=1COC(C1)=O)C)C)NC(=O)NCCN1C[C@@H](CC1)O 1-((3S,5R,8R,9S,10S,13R,14S,17R)-14-hydroxy-10,13-dimethyl-17-(5-oxo-2,5-dihydrofuran-3-yl)hexadecahydro-1H-cyclopenta[a]phenanthren-3-yl)-3-(2-((R)-3-hydroxypyrrolidin-1-yl)ethyl)urea